tert-butyl 3-(2-(diethylamino) ethyl)-4-methoxy-1H-pyrrolo[3,2-c]pyridine-1-carboxylate C(C)N(CCC1=CN(C2=C1C(=NC=C2)OC)C(=O)OC(C)(C)C)CC